[Ag].FC(S(=O)(=O)O)(F)F trifluoromethanesulfonic acid silver